ClC=1C(=C(C(=O)NC)C=CC1C[C@@H](CNC(C[C@H](C1(CC1)C(F)(F)F)C1=CC=NC=C1)=O)N(C)C)F 3-chloro-4-((S)-2-(dimethylamino)-3-((S)-3-(pyridin-4-yl)-3-(1-(trifluoromethyl)cyclopropyl)propanamido)propyl)-2-fluoro-N-methylbenzamide